2-N,6-N-Bis(4-methoxyphenyl)-3-nitropyridine-2,6-diamine COC1=CC=C(C=C1)NC1=NC(=CC=C1[N+](=O)[O-])NC1=CC=C(C=C1)OC